OC1(C=O)CC(C=O)=CC=C1 L-1-hydroxyisophthalaldehyde